Z-N,N-dimethyl-9-octadecenamide CN(C(CCCCCCC\C=C/CCCCCCCC)=O)C